6-chloro-11H-pyrido[3',4':4,5]pyrrolo[3,2-c][1,6]naphthyridine ClC1=NC2=CC=NC=C2C2=C1C1=C(N2)C=CN=C1